3-(6-morpholino-1H-benzo[d]imidazol-2-yl)-N-(piperidin-3-ylmethyl)-1H-indazole-5-carboxamide O1CCN(CC1)C=1C=CC2=C(NC(=N2)C2=NNC3=CC=C(C=C23)C(=O)NCC2CNCCC2)C1